1-bromo-5-chloro-2-fluoro-4-(phenoxymethyl)benzene BrC1=C(C=C(C(=C1)Cl)COC1=CC=CC=C1)F